4-(4-{[2-(1,5-dimethyl-1H-pyrazol-3-yl)pyrrolidin-1-yl]methyl}phenoxy)-3-fluorobenzamide CN1N=C(C=C1C)C1N(CCC1)CC1=CC=C(OC2=C(C=C(C(=O)N)C=C2)F)C=C1